C(C)(C)(C1=CC=CC=C1)OOC(C)(C)C1=CC=CC=C1 Dicumyl peroxide